O=C1NC2=C(N1)C=CC(=C2)C(=O)[O-] 2-oxo-2,3-dihydro-1H-benzimidazole-5-carboxylate